(S)-2-(((benzyloxy)carbonyl)amino)-4-((2-(2,2-difluoroethoxy)ethyl)(4-(5,6,7,8-tetrahydro-1,8-naphthyridin-2-yl)butyl)amino)butanoic acid C(C1=CC=CC=C1)OC(=O)N[C@H](C(=O)O)CCN(CCCCC1=NC=2NCCCC2C=C1)CCOCC(F)F